(E)-ethyl 6-(2-(4'-amino-[1,1'-biphenyl]-4-yl)vinyl)-7-methoxy-2-oxo-2H-chromene-3-carboxylate NC1=CC=C(C=C1)C1=CC=C(C=C1)/C=C/C=1C=C2C=C(C(OC2=CC1OC)=O)C(=O)OCC